FC=1C=C(C=CC1C=1N=C2SC3=C(N2C1)C=CC(=C3)C(NC3CCOCC3)=O)C3N(CCC3)C(=O)OC(C)(C)C tert-butyl 2-(3-fluoro-4-(7-((tetrahydro-2H-pyran-4-yl)carbamoyl)benzo[d]imidazo[2,1-b]thiazol-2-yl)phenyl)pyrrolidine-1-carboxylate